C(C)N1C(NC2=C(C1=O)C=C(S2)CN2CCN(CC2)C2=NC=C(C#N)C=C2)=O 6-(4-((3-ethyl-2,4-dioxo-1,2,3,4-tetrahydrothieno[2,3-d]pyrimidin-6-yl)methyl)piperazin-1-yl)nicotinonitrile